C(#N)CC(=O)N1C[C@@H](CCC1)OC1=NC=C(C2=CC(=C(C=C12)OC(C)C)C(=O)N)C#CC1CC(C1)(OC)OC (R)-1-((1-(2-cyanoacetyl)piperidin-3-yl)oxy)-4-((3,3-dimethoxycyclobutyl)ethynyl)-7-isopropoxyisoquinoline-6-carboxamide